1,3-dibromo-6,6-dimethyl-5,6,7,8-tetrahydronaphthalen-2-amine BrC1=C(C(=CC=2CC(CCC12)(C)C)Br)N